CC1C(N(C2CC1C2)C(=O)C2=NC(=CC=C2C2=NC=CC=N2)C)CNC2=NC=C(N=C2)C(F)(F)F cis-N-({4-Methyl-2-[6-methyl-3-(pyrimidin-2-yl)pyridin-2-carbonyl]-2-azabicyclo[3.1.1]heptan-3-yl}methyl)-5-(trifluoromethyl)pyrazin-2-amin